CN(C1=C(C=C(C=N1)C1=CC=C(C=O)C=C1)OC)C 4-[6-(Dimethylamino)-5-methoxypyridin-3-yl]benzaldehyde